NC1CCN(CC1)C(=O)C1=C(OC2=C1C=C(C=C2)OCC2=CC=CC=C2)C (4-aminopiperidin-1-yl)(5-(benzyloxy)-2-methylbenzofuran-3-yl)methanone